(5-(2,4-difluorophenoxy)-3-fluoropyridin-2-yl)propanamide FC1=C(OC=2C=C(C(=NC2)C(C(=O)N)C)F)C=CC(=C1)F